3-benzyl 2-tert-butyl (1S,3S,4S,5R)-5-hydroxy-2-azabicyclo[2.2.2]octane-2,3-dicarboxylate O[C@H]1[C@@H]2[C@H](N([C@H](C1)CC2)C(=O)OC(C)(C)C)C(=O)OCC2=CC=CC=C2